O1[C@@H](COC2=NC=CC=C21)CNC(=O)C2=C(C1=C(CCC3=CN(N=C13)CC1=NC(=CC=C1)C)O2)C N-[(2R)-2,3-Dihydro[1,4]dioxino[2,3-b]pyridin-2-ylmethyl]-8-methyl-2-[(6-methylpyridin-2-yl)methyl]-4,5-dihydro-2H-furo[2,3-g]indazol-7-carboxamid